1-(5-(3-(4-(Trifluoromethyl)phenoxy)pyrazin-2-yl)pyrimidin-2-yl)cyclopropane FC(C1=CC=C(OC=2C(=NC=CN2)C=2C=NC(=NC2)C2CC2)C=C1)(F)F